C1(CC1)C1=CC(=C(C=C1)CN1N=C(C=C1)NC(C1=C(C=CC=C1)F)=O)C(F)(F)F N-(1-{[4-cyclopropyl-2-(trifluoromethyl)phenyl]methyl}-1H-pyrazol-3-yl)-2-fluorobenzamide